C(CC)C=1C=C(C(=O)[O-])C=C(C1)CCC 3,5-dipropylbenzoate